3-(3-(4-(chloromethyl)phenyl)-6-phenyl-3H-imidazo[4,5-b]pyridin-2-yl)pyridin-2-amine ClCC1=CC=C(C=C1)N1C(=NC=2C1=NC=C(C2)C2=CC=CC=C2)C=2C(=NC=CC2)N